P(=O)(O)(O)OCC(=O)[C@@H](O)[C@H](O)[C@H](O)COP(=O)(O)O D-fructose 1,6-bisphosphate